N1C[C@H](CC1)SC1=C2C=NNC2=CC(=C1)C1=CC=C(C=C1)O (S)-4-(4-(pyrrolidin-3-ylthio)-1H-indazol-6-yl)phenol